FC(OC1=C(C=NC(=C1)C[C@H](C(F)(F)F)C)C1=C(C(=NN1CC)C(=O)NCC1(CCC(CC1)S(=O)(=O)C)O)C)F |o1:10| 5-(4-(Difluoromethoxy)-6-((R*)-3,3,3-trifluoro-2-methylpropyl)pyridin-3-yl)-1-ethyl-N-(((1s,4S)-1-hydroxy-4-(methylsulfonyl)cyclohexyl)methyl)-4-methyl-1H-pyrazole-3-carboxamide